C(P([O-])([O-])C)P([O-])([O-])C.[Zn+2].NC=1C(=NOC1C1CCOCC1)C(=O)N[C@@H](C)C(C)(C)C.[Zn+2] (S)-4-amino-N-(3,3-dimethylbutan-2-yl)-5-(tetrahydro-2H-pyran-4-yl)isoxazole-3-carboxamide zinc methylenebis(methylphosphonite)